O=C1CC2(CN1C1=NC=CC(=C1)C(F)(F)F)CC1CCC(C2)N1C(=O)OC(C)(C)C tert-butyl 5'-oxo-1'-(4-(trifluoromethyl)pyridin-2-yl)-8-azaspiro[bicyclo[3.2.1]octane-3,3'-pyrrolidine]-8-carboxylate